N-(6-methyl-5-(7-(methylamino)-1,6-naphthyridin-3-yl)pyridin-3-yl)-4-(trifluoromethyl)pyridin-amide CC1=C(C=C(C=N1)NC(=O)C1=NC=CC(=C1)C(F)(F)F)C=1C=NC2=CC(=NC=C2C1)NC